C1(CCC1)N([C@H]1CN(CC1)C=1N=NC(=CC1)C1=C(C=C(C=C1)C1=CN=NC(=C1)OC)OCOC)CCF (3R)-N-cyclobutyl-N-(2-fluoroethyl)-1-{6-[2-(methoxymethoxy)-4-(6-methoxypyridazin-4-yl)phenyl]pyridazin-3-yl}pyrrolidin-3-amine